Ethylstyren C(C)C=CC1=CC=CC=C1